C(CCC)C(C=O)=CC1=CC=CC=C1 α-butyl-cinnamaldehyde